C1(CC1)C(C1CC1)NC(=O)C1=CC(=NN1CCO)C=1C=C(C=CC1)C=1OC(=CN1)C(=O)N[C@H](C(=O)OC)C(C)C (S)-methyl 2-(2-(3-(5-((dicyclopropylmethyl) carbamoyl)-1-(2-hydroxyethyl)-1H-pyrazol-3-yl) phenyl) oxazole-5-carboxamido)-3-methylbutyrate